C(C)(C)N1C2=NC(=NC(=C2N=C1)NCC1=CC=C(C=C1)C1=C(C=CC=C1)OCCO)N1CCNCC1 2-((4'-(((9-isopropyl-2-(piperazin-1-yl)-9H-purin-6-yl)amino)methyl)-[1,1'-biphenyl]-2-yl)oxy)ethane-1-ol